1-Pyrrolidinebutanenitrile N1(CCCC1)CCCC#N